5-ethyl-6-(5-(5-(4-ethylphenyl)pent-1-en-1-yl)furan-2-yl)piperazin-2-one C(C)C1NCC(NC1C=1OC(=CC1)C=CCCCC1=CC=C(C=C1)CC)=O